Tert-butyl 3-(7-bromo-5-(4-(5-fluoro-3-methoxypyridin-2-yl)piperazine-1-carbonyl)-1H-indol-2-yl)-5,6-dihydropyridine-1(2H)-carboxylate BrC=1C=C(C=C2C=C(NC12)C=1CN(CCC1)C(=O)OC(C)(C)C)C(=O)N1CCN(CC1)C1=NC=C(C=C1OC)F